2-methyl-2-(methyldisulfanyl)propyl (2-(2-(2-(2-azidoethoxy)ethoxy)ethoxy)ethyl)(4-(((tert-butyldimethylsilyl)oxy)methyl)phenyl)carbamate N(=[N+]=[N-])CCOCCOCCOCCN(C(OCC(C)(SSC)C)=O)C1=CC=C(C=C1)CO[Si](C)(C)C(C)(C)C